ClC(F)(F)S(=O)(=O)C(Cl)(F)F chlorodifluoromethyl sulphone